C1=C(C=CC2=CC=CC=C12)OC(C(=O)NC1=CC=CC=C1)C 2-(2-naphthyloxy)-N-phenylpropionamide